4-(pyrrolidin-3-yloxy)isoindolin N1CC(CC1)OC1=C2CNCC2=CC=C1